OCCN1CCN(CC1)CCNC=C1C(NC2=C(C=CC=C2C1=O)C1=CC=CC=C1)=O 3-(((2-(4-(2-hydroxyethyl)piperazin-1-yl)ethyl)amino)methylene)-8-phenylquinoline-2,4(1H,3H)-dione